(S)-6-(5-(1-(3,5-bis(trifluoromethyl)benzamido)ethyl)-3-methyl-1H-1,2,4-triazol-1-yl)-N-(diethyl(oxo)-λ6-sulfaneylidene)pyrimidine-4-carboxamide FC(C=1C=C(C(=O)N[C@@H](C)C2=NC(=NN2C2=CC(=NC=N2)C(=O)N=S(=O)(CC)CC)C)C=C(C1)C(F)(F)F)(F)F